COC(=O)C=1C=CC=2C(=CC=C3C=CN=CC23)C1 Benzo[h]isoquinoline-8-carboxylic acid methyl ester